ClC1=C(C(=NC(=C1)N1CCOCC1)OC)NC(CC1CCCC1)=O N-(4-Chloro-2-methoxy-6-morpholin-4-yl-pyridin-3-yl)-2-cyclopentylacetamide